C1(CCCCC1)N1C(N(C(C(=C1O)C(=O)NCC(=O)O)=O)C1CCCCC1)=O N-(1,3-Dicyclohexyl-6-hydroxy-2,4-dioxo-1,2,3,4-tetrahydro-5-pyrimidinyl)carbonylglycine